C(CCCCCCC)C(CCCCCCCC)OC(CCCCCOC(C(=O)O)COCCCCCC(OC(CCCCCCCC)CCCCCCCC)=O)=O 2,3-bis[6-(1-octylnonoxy)-6-oxo-hexoxy]propanoic acid